(±)-(7-cyano-1,2,3,4-tetrahydro-cyclopenta[b]indol-2-yl)-carbamic acid tert-butyl ester C(C)(C)(C)OC(N[C@@H]1CC2=C(NC=3C=CC(=CC23)C#N)C1)=O |r|